CC1=C(C=NC(=C1)N1N=CC(=C1)CN1C(O[C@@H](C1)C=1C(=C2COC(C2=CC1)=O)C)=O)C#N (R)-4-methyl-6-(4-((5-(4-methyl-1-oxo-1,3-dihydroisobenzofuran-5-yl)-2-oxooxazolidin-3-yl)methyl)-1H-pyrazol-1-yl)pyridine-3-carbonitrile